methyl 5-bromo-2-(trifluoromethylsulfanyl)pyridine-3-carboxylate BrC=1C=C(C(=NC1)SC(F)(F)F)C(=O)OC